(1R)-2,2-difluoro-N-{3-[6-(1-hydroxybutyl)-4-methylpyridin-3-yl]-1-methyl-2-oxo-1,6-naphthyridin-7-yl}cyclopropane-1-carboxamide FC1([C@H](C1)C(=O)NC1=NC=C2C=C(C(N(C2=C1)C)=O)C=1C=NC(=CC1C)C(CCC)O)F